COC(=O)C1(CC1)C1NCCNC1 1-(piperazin-2-yl)-cyclopropanecarboxylic acid methyl ester